C(CCC)C1N(CC12CCNCC2)C=2C1=C(N=CN2)C=NC(=C1)CC(F)(F)F Butyl-2-(6-(2,2,2-trifluoroethyl)pyrido[3,4-d]pyrimidin-4-yl)-2,7-diazaspiro[3.5]nonane